Cl.N1N=CC=C1C1=CC=C(C=C1)[C@H](C)N (S)-1-(4-(1H-pyrazol-5-yl)phenyl)ethan-1-amine hydrochloride